N-[4-[2-[2-[(1r,4r)-(4-Aminocyclohexyl)amino]pyrimidin-4-yl]phenoxy]-3-fluorophenyl]naphthalene-1-sulfonamide NC1CCC(CC1)NC1=NC=CC(=N1)C1=C(OC2=C(C=C(C=C2)NS(=O)(=O)C2=CC=CC3=CC=CC=C23)F)C=CC=C1